BrC=1N=C(C(=NC1)OC(CNC(OC(C)(C)C)=O)C)C tert-butyl N-[2-[(5-bromo-3-methylpyrazin-2-yl)oxy]propyl]carbamate